ClC=1C=C(C#N)C=C(C1)CCN1C[C@H](NCC1)COC1=CC=C(C=C1)[S@](=O)(=NC)C |o1:25| 3-chloro-5-{2-[(3S)-3-({4-[(S or R)-methyl(methyl-imino)oxo-λ6-sulfanyl]phenoxy}methyl)piperazin-1-yl]ethyl}benzonitrile